BrC1=C(C=C(C=C1)C(C(C)(O)C)(F)F)F 1-(4-bromo-3-fluorophenyl)-1,1-difluoro-2-methylpropan-2-ol